CC(C#C)(C)NC(=O)C1=NC=CC(=C1)NC(CC=1C(=NN(C1C)C(C)C)C)=O N-(1,1-Dimethylprop-2-ynyl)-4-[[2-(1-isopropyl-3,5-dimethyl-pyrazol-4-yl)acetyl]amino]pyridine-2-carboxamide